3-bromo-5-chloro-1H-pyrazin-2-one BrC=1C(NC=C(N1)Cl)=O